CC(C1=CC=CC=C1)(C)C(O)[C@H](O)[C@@H](O)[C@H](O)[C@H](O)CO (dimethylbenzyl)-D-sorbitol